(1-(3-(ethylsulfonyl)naphthalen-1-yl)cyclopropyl)-2-methyl-benzamide C(C)S(=O)(=O)C=1C=C(C2=CC=CC=C2C1)C1(CC1)C=1C(=C(C(=O)N)C=CC1)C